zirconium bis(isopropoxide) bis(ethylacetoacetate) C(C)CC(CC(=O)[O-])=O.C(C)CC(CC(=O)[O-])=O.CC([O-])C.CC([O-])C.[Zr+4]